sodium bisphosphonate P([O-])([O-])=O.P([O-])([O-])=O.[Na+].[Na+].[Na+].[Na+]